6-phthalimidoPeroxyhexanoic Acid C1(C=2C(C(N1CCCCCC(=O)OO)=O)=CC=CC2)=O